BrC1=CC=C2C(COC(C2=C1)C)N 7-bromo-1-methylisochroman-4-amine